BrC1=C2C(=NC(=C1)C#N)C1(CN2)CC1 7'-bromo-1',2'-dihydrospiro[cyclopropane-1,3'-pyrrolo[3,2-b]pyridine]-5'-carbonitrile